NC1=C(C=CC(=C1)C(NC)=O)N[C@H]1C[C@H](CCC1)NC(O)=O (cis-3-((2-amino-4-(methylcarbamoyl)phenyl)amino)cyclohexyl)carbamic acid